Isopropyl (S)-2-((S)-2-acetamido-3-(7-fluoro-1H-indol-3-yl) propanamido)-6-diazo-5-oxohexanoate C(C)(=O)N[C@H](C(=O)N[C@H](C(=O)OC(C)C)CCC(C=[N+]=[N-])=O)CC1=CNC2=C(C=CC=C12)F